6-Methoxyimidazo[1,2-b]pyridazine COC=1C=CC=2N(N1)C=CN2